tert-butyl N-[6-fluoro-5-[hydroxy-(5-methyl-1-triisopropylsilyl-pyrrolo[2,3-b]pyridin-3-yl)methyl]-2-pyridyl]-N-[(4-methoxyphenyl)methyl]carbamate FC1=C(C=CC(=N1)N(C(OC(C)(C)C)=O)CC1=CC=C(C=C1)OC)C(C1=CN(C2=NC=C(C=C21)C)[Si](C(C)C)(C(C)C)C(C)C)O